methyl (4S)-4-amino-5-[4-bromo-2-(pyridin-2-carbonyl)anilino]-5-oxo-pentanoate hydrochloride salt Cl.N[C@@H](CCC(=O)OC)C(=O)NC1=C(C=C(C=C1)Br)C(=O)C1=NC=CC=C1